7-iodo-3-[2-(methoxymethoxy)-4-(1-tetrahydropyran-2-ylpyrazol-4-yl)phenyl]-5H-pyrrolo[3,2-c]pyridazine IC1=CNC2=C1N=NC(=C2)C2=C(C=C(C=C2)C=2C=NN(C2)C2OCCCC2)OCOC